6-(N-cyano-3,5-difluoro-anilino)-N-(2,2-dimethylcyclobutyl)-[1,3]dioxolo[4,5-c]pyridine-4-carboxamide C(#N)N(C1=CC(=CC(=C1)F)F)C1=CC2=C(C(=N1)C(=O)NC1C(CC1)(C)C)OCO2